Hexahydropyrrolo[3,4-b]pyrrole N1C=2C(CC1)CNC2